methyl 2-fluoro-5-((6-fluoro-4-((4-(2-methylpent-4-en-2-yl)-1H-pyrazol-1-yl)-methyl)-1-(phenylsulfonyl)-1H-indol-5-yl)oxy)benzimidothioate hydroiodide I.FC1=C(C(=N)SC)C=C(C=C1)OC=1C(=C2C=CN(C2=CC1F)S(=O)(=O)C1=CC=CC=C1)CN1N=CC(=C1)C(C)(CC=C)C